OC(=O)C(F)(F)F.O1C2=C(NCC1)C=CC=C2C2=C1C(=C(NC1=C(C=C2F)C(=O)N)C)C 4-(3,4-Dihydro-2H-benzo[b][1,4]oxazin-8-yl)-5-fluoro-2,3-dimethyl-1H-indole-7-carboxamide TFA salt